2-({[(1-benzyl-1H-indol-6-ylmethyl)-amino]-methyl}-1H-indol-3-yl)-5-hydroxy-2,3-dihydro-1H-isoindol-1-one C(C1=CC=CC=C1)N1C=CC2=CC=C(C=C12)CNCN1C=C(C2=CC=CC=C12)N1C(C2=CC=C(C=C2C1)O)=O